CC=1C=NC=CC1N1N=CC(=C1)N1C(SC=C1)C=1C=NNC1 N-[1-(3-methylpyridin-4-yl)-1H-pyrazol-4-yl]-2-(1H-pyrazol-4-yl)-1,3-thiazole